N-(3-(4-methylpiperazin-1-yl)benzyl)pyridin-4-amine CN1CCN(CC1)C=1C=C(CNC2=CC=NC=C2)C=CC1